4-(azetidin-3-ylmethyl)-1-(3-{4-chloro-3-ethyl-1H-pyrrolo[2,3-b]pyridin-3-yl}phenyl)piperazin-2-one N1CC(C1)CN1CC(N(CC1)C1=CC(=CC=C1)C1(CNC2=NC=CC(=C21)Cl)CC)=O